diethoxy(diethoxy)silane C(C)O[Si](OCC)(OCC)OCC